4-((3,5-dimethylisoxazol-4-yl)methoxy)-3-fluoro-N-(4-(thiophen-2-yl)thiazol-2-yl)benzamide CC1=NOC(=C1COC1=C(C=C(C(=O)NC=2SC=C(N2)C=2SC=CC2)C=C1)F)C